N-((3-fluoro-bicyclo[1.1.1]pent-1-yl)methyl)methylamine FC12CC(C1)(C2)CNC